cephamide S1[CH-]CCN2[C@H]1CC2=O